2-(4,4,5,5-tetramethyl-1,3,2-dioxaborolan-2-yl)benzoxazole CC1(OB(OC1(C)C)C=1OC2=C(N1)C=CC=C2)C